C1=CC=CC=2C3=C(NC4=C(C21)C=CC=C4)C=CC=C3 9H-tribenzo[b,d,f]azepine